ethyl 3-[4-(4-ethyl-3-pyridyl)-7-fluoro-2-[4-(5-fluoro-3-methoxy-2-pyridyl)piperazine-1-carbonyl]-1H-indol-6-yl]cyclohex-3-ene-1-carboxylate C(C)C1=C(C=NC=C1)C1=C2C=C(NC2=C(C(=C1)C=1CC(CCC1)C(=O)OCC)F)C(=O)N1CCN(CC1)C1=NC=C(C=C1OC)F